α,β-Lactose Octaisovalerate C(CC(C)C)(=O)OC1[C@H](OC(CC(C)C)=O)[C@@H](OC(CC(C)C)=O)[C@H](O[C@H]2[C@H](OC(CC(C)C)=O)[C@@H](OC(CC(C)C)=O)[C@@H](OC(CC(C)C)=O)[C@H](O2)COC(CC(C)C)=O)[C@H](O1)COC(CC(C)C)=O